C1(=CC=CC=C1)C1=C(C=CC(=C1)C1=CC=CC=C1)N (2,4-diphenyl-phenyl)amine